S-(7-oxo-7-((4-(pyridin-2-yl)thiazol-2-yl) amino)heptyl) 2-methylpropane-thioate CC(C(SCCCCCCC(NC=1SC=C(N1)C1=NC=CC=C1)=O)=O)C